CC1=C(C=CC=C1C=1OC2=C(N1)C=C(C(=C2)SC)CN2[C@H](CCC2)C(=O)O)C2=CC=CC=C2 ((2-(2-methyl-[1,1'-biphenyl]-3-yl)-6-(methylthio)benzo[d]oxazol-5-yl)methyl)-D-proline